(1R,2S,5S)-N-((S)-1-cyano-2-((S)-2-oxopyrrolidin-3-yl)ethyl)-3-(2-(4-fluorophenoxy)acetyl)-6,6-dimethyl-3-azabicyclo[3.1.0]hexane-2-carboxamide C(#N)[C@H](C[C@H]1C(NCC1)=O)NC(=O)[C@@H]1[C@H]2C([C@H]2CN1C(COC1=CC=C(C=C1)F)=O)(C)C